COC(=O)C1(CCC2(C(CC3=CC(=C(C=C23)OC)C)C[C@H](CO)C)CC1)NC1=CC(=CC=C1)Cl 4-(3-Chloroanilino)-2'-[(2R)-3-hydroxy-2-methylpropyl]-6'-methoxy-5'-methyl-2',3'-dihydrospiro[cyclohexane-1,1'-indene]-4-carboxylic acid methyl ester